NC1CN(CCC1F)C=1N=C(NC(C1Cl)=O)C1=CC(=NC=C1)F 4-(3-amino-4-fluoro-1-piperidinyl)-5-chloro-2-(2-fluoro-4-pyridinyl)-1H-pyrimidin-6-one